FC(C(=O)O)(F)F.C1(CCCC1)C(CC=C(F)F)N1N=CC(=C1)C=1C2=C(N=CN1)NC=C2 4-[1-(1-Cyclopentyl-4,4-difluorobut-3-en-1-yl)-1H-pyrazol-4-yl]-7H-pyrrolo[2,3-d]pyrimidine trifluoroacetate salt